CC=1C=CC=C2C=CC=C(C12)N1CC=2N=C(N=C(C2C2(C1)CC2)N2CCNCC2)OC[C@H]2N(CCC2)C (S)-7'-(8-methylnaphthalen-1-yl)-2'-((1-methylpyrrolidin-2-yl)methoxy)-4'-(piperazin-1-yl)-7',8'-dihydro-6'H-spiro[cyclopropane-1,5'-pyrido[3,4-d]pyrimidine]